epoxypentenol C1(=C(CCC)O1)O